C(C1=CC=CC=C1)OCC1=NN(C(N1CC)=O)C=1C=C2C(=CC(=NC2=CC1F)OC1CCC1)C(C)C ((benzyloxy)methyl)-1-(2-cyclobutoxy-7-fluoro-4-isopropylquinolin-6-yl)-4-ethyl-1H-1,2,4-triazol-5(4H)-one